N,N-dicyclohexylisobutyramidine C1(CCCCC1)N(C(C(C)C)=N)C1CCCCC1